1-(4-(6-(5-amino-2-methylphenyl)-5-chloro-7-fluoro-2,1-benzothiazol-3-yl)-1-piperazinyl)-2-propen-1-one NC=1C=CC(=C(C1)C1=C(C=2C(=C(SN2)N2CCN(CC2)C(C=C)=O)C=C1Cl)F)C